6-bromo-7-[[(3R,5R)-1-methyl-5-[4-[3-(methylamino)propoxy]phenyl]-3-piperidyl]amino]thiazolo[3,2-a]pyrimidin-5-one BrC1=C(N=C2N(C1=O)C=CS2)N[C@H]2CN(C[C@H](C2)C2=CC=C(C=C2)OCCCNC)C